trans-N-methyl-N-(4-methyl-sulfamoylmethyl-cyclohexyl)-benzamide CN(C(C1=CC=CC=C1)=O)C1(CCC(CC1)C)CS(N)(=O)=O